[Na+].C(C)(C)(C)SC1=C(N(C2=CC=C(C=C12)OCC1=NC=C(C=C1)C)CC1=CC=C(C=C1)C=1C=NC(=CC1)OCC)CC(C(=O)[O-])(C)C 3-(3-(tert-butylsulfanyl)-1-(4-(6-ethoxypyridin-3-yl) benzyl)-5-((5-methylpyridin-2-yl) methoxy)-1H-indol-2-yl)-2,2-dimethylpropionate sodium